BrC1=CC=CC(=N1)NC(=O)[C@H]1NCC2(CC2)C1 (S)-N-(6-bromopyridin-2-yl)-5-azaspiro[2.4]Heptane-6-carboxamide